(2S,3R)-3-(3-((1-(1-(2,5-bis(trifluoromethyl)phenyl)ethyl)piperidine-4-carbonyl)oxy)phenyl)-3-cyclopropyl-2-methylpropanoic acid FC(C1=C(C=C(C=C1)C(F)(F)F)C(C)N1CCC(CC1)C(=O)OC=1C=C(C=CC1)[C@@H]([C@@H](C(=O)O)C)C1CC1)(F)F